5-(5-(cyclopropylcarbamoyl)-2-methylphenyl)-2-((1-hydroxy-2-methylpropan-2-yl)amino)-N-(oxetan-3-yl)nicotinamide C1(CC1)NC(=O)C=1C=CC(=C(C1)C=1C=NC(=C(C(=O)NC2COC2)C1)NC(CO)(C)C)C